2-[tert-butyl(diphenyl)silyl]oxyethanamine [Si](C1=CC=CC=C1)(C1=CC=CC=C1)(C(C)(C)C)OCCN